rac-tert-butyl (3R,5R)-3-hydroxy-5-phenylpiperidine-1-carboxylate O[C@H]1CN(C[C@H](C1)C1=CC=CC=C1)C(=O)OC(C)(C)C |r|